FC1=CC=C(C=C1)C=1C(=C2N(N1)CCC2)C=2C=C1N=CC=NC1=CC2 6-(2-(4-Fluorophenyl)-5,6-dihydro-4H-pyrrolo[1,2-b]pyrazol-3-yl)quinoxaline